CP(=O)(C)C=1C=CC(=NC1)CC1CC2(CNC2)C1 6-[(5-dimethylphosphoryl-2-pyridinyl)methyl]-2-azaspiro[3.3]heptane